2'-Hydroxy-4,4'-bis(tert-butyldiphenylsiloxy)chalcone OC1=C(C(/C=C/C2=CC=C(C=C2)O[Si](C2=CC=CC=C2)(C2=CC=CC=C2)C(C)(C)C)=O)C=CC(=C1)O[Si](C1=CC=CC=C1)(C1=CC=CC=C1)C(C)(C)C